2-amino-N-(3-chloro-2,4-difluorophenyl)-3-hydroxy-N-methylpropanamide NC(C(=O)N(C)C1=C(C(=C(C=C1)F)Cl)F)CO